ClC=1C(=C2C=NNC2=C(C1C1=CC=C(C=C1)CNC(C1=C(C=CC(=C1)F)OC)=O)C(=O)N)N1C(CCC1)C 5-chloro-6-(4-((5-fluoro-2-methoxybenzamido)methyl)phenyl)-4-(2-methylpyrrolidin-1-yl)-1H-indazole-7-carboxamide